23H-porphyrin manganese (III) chloride [Cl-].[Mn+3].C12=CC=C(N1)C=C1C=CC(=N1)C=C1C=CC(N1)=CC=1C=CC(N1)=C2.[Cl-].[Cl-]